C(#C)C=1SC=C(N1)NC(=O)NCC1=CC=C(C=C1)C=1C(=CC2=C(N=CS2)C1)F 1-(2-ethynyl-thiazol-4-yl)-3-(4-(6-fluorobenzo[d]thiazol-5-yl)benzyl)urea